[3-[5-bromo-6-fluoro-2-[2-[(1S)-1-methoxyethyl]-5-morpholino-3-pyridinyl]-1H-indol-3-yl]-2,2-dimethyl-propoxy]-tert-butyl-diphenyl-silane BrC=1C=C2C(=C(NC2=CC1F)C=1C(=NC=C(C1)N1CCOCC1)[C@H](C)OC)CC(CO[Si](C1=CC=CC=C1)(C1=CC=CC=C1)C(C)(C)C)(C)C